N1C=C(C=2C1=NC=CC2)C=2C=C1C=C(C=NC1=CC2)C#N 6-{1H-pyrrolo[2,3-b]pyridine-3-yl}quinoline-3-carbonitrile